C(#N)CC1(CN(C1)C=1N=CC(=NC1)C(=O)NC(C)C)N1N=C(C(=C1)C=1C(=NNC1)C)C 5-[3-(cyanomethyl)-3-(3,3'-dimethyl-1H,1'H-4,4'-bipyrazol-1-yl)azetidin-1-yl]-N-isopropylpyrazine-2-carboxamide